C(C=1C(O)=CC=CC1)(=O)OC=CCCCC Hexenyl Salicylate